2-((4-(2-(4-(5-cyano-2-methoxyphenyl)-6-methylnicotinamido)thiazolo[5,4-b]pyridin-5-yl)phenyl)amino)-2-oxoethyl acetate C(C)(=O)OCC(=O)NC1=CC=C(C=C1)C1=CC=C2C(=N1)SC(=N2)NC(C2=CN=C(C=C2C2=C(C=CC(=C2)C#N)OC)C)=O